7-Chloro-4-(1-(5-(1-(dimethylamino)ethyl)pyrimidin-2-yl)piperidin-4-yl)-1-methyl-1,4-Dihydropyrido[2,3-b]pyrazine-2,3-dione ClC1=CC2=C(N(C(C(N2C)=O)=O)C2CCN(CC2)C2=NC=C(C=N2)C(C)N(C)C)N=C1